O1COC=C1[Mg]Br [1,3]Dioxolen-5-yl-magnesium bromide